Cl.N[C@H](CO)COC (R)-2-amino-3-methoxypropan-1-ol hydrochloride